4-[(1R)-1-(5-chloro-2-pyridyl)ethyl]piperidin-4-ol ClC=1C=CC(=NC1)[C@@H](C)C1(CCNCC1)O